OCCCC(=O)O.C(C)(=O)OCCO hydroxyethyl acetate (hydroxyethyl acetate)